C(S(=O)(=O)C#CC1=CC=C(OC2=C(N=NN2)C(=O)O)C=C1)([2H])([2H])[2H] 5-(4-(((methyl-d3)sulfonyl)ethynyl)phenoxy)-1H-1,2,3-triazole-4-carboxylic acid